N,N-dimethyl-1-(p-tolylsulfonyl)pyridin-1-ium-4-amine chloride [Cl-].CN(C1=CC=[N+](C=C1)S(=O)(=O)C1=CC=C(C=C1)C)C